4-{4-[2-(dimethylamino)ethoxylphenyl]-2-oxo-2,3-dihydro-1H-1,3-benzodiazol-1-yl}piperidine-1-carboxamide CN(CCOC1=C(C=CC=C1)C1=CC=CC=2N(C(NC21)=O)C2CCN(CC2)C(=O)N)C